C[C@H]1CN(CCN1C1=NC=C(C=N1)C(F)(F)F)C(=O)C1CN(C1)C(=O)OC(C)(C)C (S)-tert-butyl 3-(3-methyl-4-(5-(trifluoromethyl)pyrimidin-2-yl)piperazine-1-carbonyl)azetidine-1-carboxylate